[2-[2-[2-[2-[2-[2-[2-[2-[bis(tert-butoxycarbonyl)amino]ethoxy]ethoxy]ethoxy]ethoxy]ethoxy]ethoxy]ethoxy]ethoxy]ethyl 4-methylbenzenesulfonate CC1=CC=C(C=C1)S(=O)(=O)OCCOCCOCCOCCOCCOCCOCCOCCOCCN(C(=O)OC(C)(C)C)C(=O)OC(C)(C)C